1,1'-(1,4-phenylene)-bis-(3-(3-(triethoxysilyl)propyl)urea) C1(=CC=C(C=C1)NC(=O)NCCC[Si](OCC)(OCC)OCC)NC(=O)NCCC[Si](OCC)(OCC)OCC